(2-chloro-3-methylpyridin-4-yl)boric acid ClC1=NC=CC(=C1C)OB(O)O